C[N+](CCCCCCCCCC)(C)C trimethyl-decylammonium